CN1N=CC2=C(C(=CC=C12)C)C1CC=2C=NN(C(C2CC1)=O)C1=NC=CC=N1 6-(1,5-dimethyl-1H-indazol-4-yl)-2-(pyrimidin-2-yl)-5,6,7,8-tetrahydrophthalazin-1(2H)-one